4-fluoro-N-{[6-fluoro-5-(propan-2-yl)pyridin-2-yl](phenyl)methyl}-1-[2-(4-methyl-5-oxo-4,5-dihydro-1,2,4-oxadiazol-3-yl)acetyl]pyrrolidine-2-carboxamide FC1CC(N(C1)C(CC1=NOC(N1C)=O)=O)C(=O)NC(C1=CC=CC=C1)C1=NC(=C(C=C1)C(C)C)F